CN1N=C(C=2[C@@H](C[C@@H](CC12)C)C1=CC=CC=C1)NCC=O |r| 2-[[rac-(4s,6s)-1,6-dimethyl-4-phenyl-4,5,6,7-tetrahydroindazol-3-yl]amino]acetaldehyde